(4-chlorobenzyl)-1H-imidazole-4,5-dicarbonitrile ClC1=CC=C(CN2C=NC(=C2C#N)C#N)C=C1